C(C)OC1=C(C=NC=C1)C1CN(C1)C(=O)[C@@H]1CC[C@H]2N1C([C@H](CCC2)NC(=O)C2=CC1=C(S2)C=CC(=C1)C(F)P(O)(O)=O)=O ((2-(((3S,6S,9aS)-3-(3-(4-ethoxypyridin-3-yl)azetidine-1-carbonyl)-5-oxooctahydro-1H-pyrrolo[1,2-a]azepin-6-yl)carbamoyl)benzo[b]thiophen-5-yl)fluoromethyl)phosphonic acid